(2R,3R,5R)-5-(4-(2-amino-3-methylbutanamido)-2-oxo-1,2-dihydropyrimidin-1-yl)-4,4-difluoro-2-(hydroxymethyl)oxolan-3-yl (2S)-2-amino-3-methylbutanoate dihydrochloride Cl.Cl.N[C@H](C(=O)O[C@@H]1[C@H](O[C@H](C1(F)F)N1C(N=C(C=C1)NC(C(C(C)C)N)=O)=O)CO)C(C)C